COC=1C(=NC(=NC1C1=CC(=CC=C1)C1=NN(C=C1)C)N1C[C@@H](OCC1)C)NC1=CC=NC=C1 (S)-5-methoxy-6-(3-(1-methyl-1H-pyrazol-3-yl)phenyl)-2-(2-methylmorpholino)-N-(pyridin-4-yl)pyrimidin-4-amine